(R)-6-(3-(5-(3-Hydroxy-1-methyl-2-oxopyrrolidin-3-yl)isoxazol-3-yl)phenyl)-3-((oxetan-3-ylmethyl)amino)picolinamide O[C@@]1(C(N(CC1)C)=O)C1=CC(=NO1)C=1C=C(C=CC1)C1=CC=C(C(=N1)C(=O)N)NCC1COC1